BrC1=C(C=C(C=C1)OC(F)(F)F)OC 1-bromo-2-methoxy-4-(trifluoromethoxy)benzene